OCCOC1=C(C2=CC=CC=C2C=C1C=1C2=CC=CC=C2C=2C=CC=CC2C1)C1=C(C(=CC2=CC=CC=C12)C=1C2=CC=CC=C2C=2C=CC=CC2C1)OCCO 2,2'-bis(2-hydroxyethoxy)-3,3'-bis(phenanthr-9-yl)-1,1'-binaphthyl